1-(4-(4-chloro-2-(oxetan-3-yloxy)phenyl)-5-(isopropylthio)thiazol-2-yl)-3-methyl-1H-pyrazole-5-carboxylic acid ClC1=CC(=C(C=C1)C=1N=C(SC1SC(C)C)N1N=C(C=C1C(=O)O)C)OC1COC1